FC1=CC=C(C=C1)N1CCN(CC1)C(CCN1CC=2NC3=CC=CC=C3C2CC1)=O (4-(4-fluorophenyl)piperazin-1-yl)-3-(1,2,3,4-tetrahydro-beta-carbolin-2-yl)propan-1-one